2-fluoro-3-methoxy-3-oxopropanoic acid, potassium salt [K+].FC(C(=O)[O-])C(=O)OC